N1C=CC=2C1=CN=CC2C2=CC1=C(N=CS1)C=C2 6-(1H-Pyrrolo[2,3-c]pyridin-4-yl)benzo[d]thiazole